C(CCCCCCCCCCCCCCCCC)OC(C=C)=O Stearyl-acrylat